COCC[C@H]1C([C@H]1CC(CCC(C)=O)=O)(C)C 1-((1S,3R)-3-(2-methoxyethyl)-2,2-dimethylcyclopropyl)hexane-2,5-dione